ethyl 2-(difluoromethyl)-5-((4-methylthiazol-5-yl)methoxy)benzofuran-3-carboxylate FC(C=1OC2=C(C1C(=O)OCC)C=C(C=C2)OCC2=C(N=CS2)C)F